N-{[4-(benzenesulfonyl)phenyl]methyl}-1,5-naphthyridine C1(=CC=CC=C1)S(=O)(=O)C1=CC=C(C=C1)CN1CC=CC2=NC=CC=C12